palladium [1,1'-bis(diphenylphosphino)ferrocene] dichloride [Cl-].[Cl-].C1(=CC=CC=C1)P([C-]1C=CC=C1)C1=CC=CC=C1.[C-]1(C=CC=C1)P(C1=CC=CC=C1)C1=CC=CC=C1.[Fe+2].[Pd+2]